trimesic acid tri(4-cyclohexylamide) C1CCC(CC1)NC(C1=CC(C(=O)NC2CCCCC2)=CC(C(=O)NC2CCCCC2)=C1)=O